N-(2-(dimethylamino)-2-(4-methoxyphenyl)ethyl)-3,3,5-trimethyl-2,3-dihydro-1H-pyrrolo[3,2-b]pyridine-1-carboxamide CN(C(CNC(=O)N1CC(C2=NC(=CC=C21)C)(C)C)C2=CC=C(C=C2)OC)C